ClC1=CC=C(C=C2C(N(C(N2C)=[Se])CCC2=CC=CC=C2)=O)C=C1 5-(4-chlorobenzylidene)-1-methyl-3-phenethyl-2-selenoxoimidazolidin-4-one